Trans-4-[[4-[(5-methyl-1H-pyrazol-3-yl)amino]-1H-pyrazolo[3,4-d]pyrimidin-6-yl]amino]adamantan-1-ol CC1=CC(=NN1)NC1=C2C(=NC(=N1)NC1C3CC4(CC(CC1C4)C3)O)NN=C2